(R)-6'-((6-(3-(3,5-difluorophenyl)isoxazolidin-2-yl)pyrimidin-4-yl)amino)-5'-methoxyspiro[cyclopropane-1,3'-indolin]-2'-one FC=1C=C(C=C(C1)F)[C@@H]1N(OCC1)C1=CC(=NC=N1)NC1=C(C=C2C3(C(NC2=C1)=O)CC3)OC